ClC1=CC=C(C=C1)CCO 2-(4-chlorophenyl)ethane-1-ol